C1(CCCCC1)C1=NS(C2=C(N1C)C=CC=C2)(=O)=O 3-cyclohexyl-4-methyl-4H-1,2,4-benzothiadiazine-1,1-dioxide